(2R)-1,1,1-trifluoropropane-2-amine FC([C@@H](C)N)(F)F